{6-Ethoxy-4-[4-fluoro-2-(4-methyl-1,2,4-triazol-3-yl)phenyl]pyridin-2-yl}methanol C(C)OC1=CC(=CC(=N1)CO)C1=C(C=C(C=C1)F)C1=NN=CN1C